Br.C(C)N1C(NCC1)=N 1-ethylimidazolin-2-imine Hydrobromide